7-[(2R)-1,4-dioxan-2-ylmethyl]-2-(2-methylsulfinylpyrimidin-4-yl)-1H,5H,6H,7H-pyrrolo[3,2-c]Pyridin-4-one O1[C@@H](COCC1)CC1C2=C(C(NC1)=O)C=C(N2)C2=NC(=NC=C2)S(=O)C